racemic-7-(6-(1-(1-(4-fluorophenyl)-2-methylpropyl)-1H-pyrazol-4-yl)pyridin-2-yl)-[1,2,4]triazolo[1,5-a]pyridin-2-amine FC1=CC=C(C=C1)[C@@H](C(C)C)N1N=CC(=C1)C1=CC=CC(=N1)C1=CC=2N(C=C1)N=C(N2)N |r|